COC(C(CC(=O)C)N)=O aminolevulinic Methyl ester